C(C(=C)C)(=O)OCC1C(CC(C1)C)C 2,4-dimethyl-1-cyclopentylmethyl methacrylate